C(CCCCCCCCCCCCCCC#CC)(=O)O 16-octadecynic acid